O1BOCCC1 1,3,2-DIOXABORINANE